5-{(Z)-2-[5-(Cyclopropylmethoxy)pyridin-3-yl]-2-fluorovinyl}-N-[(1S,2S)-2-hydroxycyclohexyl]-6-methylpyridin-3-carboxamide C1(CC1)COC=1C=C(C=NC1)/C(=C/C=1C=C(C=NC1C)C(=O)N[C@@H]1[C@H](CCCC1)O)/F